C(C)OC(=O)C1=C(C2=C(N=C(N=C2NCCO)C2=CC=CC=C2)S1)N 5-amino-4-((2-hydroxyethyl)amino)-2-phenylthieno[2,3-d]pyrimidine-6-carboxylic acid ethyl ester